N-(4-(5-(7-(4,4-difluoropiperidin-1-yl)furo[2,3-c]pyridin-5-yl)-1,3,4-oxadiazol-2-yl)-3-(6-azaspiro[2.5]octane-6-yl)phenyl)-2-hydroxyethanesulfonamide FC1(CCN(CC1)C=1N=C(C=C2C1OC=C2)C2=NN=C(O2)C2=C(C=C(C=C2)NS(=O)(=O)CCO)N2CCC1(CC1)CC2)F